2,2-difluoroethyltrifluoromethyl-Sulfonate isopropyl-(2S)-2-(tert-butoxycarbonylamino)-3-(2,4-dichlorophenyl)propanoate C(C)(C)OC([C@H](CC1=C(C=C(C=C1)Cl)Cl)NC(=O)OC(C)(C)C)=O.FC(COS(=O)(=O)C(F)(F)F)F